C(=O)O.C(C=C)N1N=C(C(=C1)C1=CN=C(N1C)C(=O)NC1=CC(=C(C=C1)C(NC1C2CN(CC12)C(=O)C1CCNCC1)=O)Cl)C(F)(F)F 5-(1-allyl-3-(trifluoromethyl)-1H-pyrazol-4-yl)-N-(3-chloro-4-((3-(piperidine-4-carbonyl)-3-azabicyclo[3.1.0]hexan-6-yl)carbamoyl)phenyl)-1-methyl-1H-imidazole-2-carboxamide formate